5-(tert-butyl)-N-(4-(6-((2S,6S)-2,6-dimethylmorpholino)pyrrolo[2,1-f][1,2,4]triazin-4-yl)-2-methylbenzyl)-1,2,4-oxadiazole-3-carboxamide C(C)(C)(C)C1=NC(=NO1)C(=O)NCC1=C(C=C(C=C1)C1=NC=NN2C1=CC(=C2)N2C[C@@H](O[C@H](C2)C)C)C